(1S,2S)-N-(3-chloro-6-(2-fluoro-6-methylphenyl)imidazo[1,2-a]pyridin-2-yl)-2-fluorocyclopropane-1-carboxamide ClC1=C(N=C2N1C=C(C=C2)C2=C(C=CC=C2C)F)NC(=O)[C@H]2[C@H](C2)F